NC(CC(=O)O)C(NC(COC(C1=CC=CC=C1)=O)C)=O 3-amino-3-{[1-(benzoyloxy)propan-2-yl]carbamoyl}propionic acid